O=C1CC(CC(C1)=O)C(=O)OC methyl 3,5-dioxocyclohexane-1-carboxylate